CC(C#N)(C)N1CCN(CC1)C1=NC=CN=C1NC1=CC=C(C=C1)C(F)(F)F 2-methyl-2-(4-(3-((4-(trifluoromethyl)phenyl)amino)pyrazin-2-yl)piperazin-1-yl)propanenitrile